ethyltin bromide C(C)[Sn](Br)(Br)Br